4,4-dicarboxybiphenyl C(=O)(O)C1(CC=C(C=C1)C1=CC=CC=C1)C(=O)O